3-[(1,3-thiazol-2-yl)-amino]propanoic acid S1C(=NC=C1)NCCC(=O)O